1-methoxy-3-(3-(piperazin-1-yl)cyclopentyl)-5,6,7,8-tetrahydroisoquinoline COC1=NC(=CC=2CCCCC12)C1CC(CC1)N1CCNCC1